CC=1C=C(C=CC1OC1=CC2=C(N(C=N2)C)C=C1)NC1=NC=NC2=CC=C3C(=C12)OC[C@@H]1N3CCN(C1)C(C=C)=O (R)-1-(4-((3-methyl-4-((1-methyl-1H-benzo[d]imidazol-5-yl)oxy)phenyl)amino)-6a,7,9,10-tetrahydropyrazino[1',2':4,5][1,4]oxazino[2,3-f]quinazolin-8(6H)-yl)prop-2-en-1-one